BrC=1C=C(C=O)C=C(N1)Br 2,6-dibromoisonicotinaldehyde